4-fluoro-1-methyl-6,7-dihydro-5H-cyclopenta[e]pyridin FC1=CCN(C2=C1CCC2)C